COC=1C=C2C(=NC=NC2=CC1OCC1CCN(CC1)C(=O)OC(C)(C)C)C1=CC=C(C=C1)NC(CC1=CC=C(C=C1)C(F)(F)F)=O tert-butyl 4-(((6-methoxy-4-(4-(2-(4-(trifluoromethyl)phenyl)acetamido)phenyl)quinazolin-7-yl)oxy) methyl)piperidine-1-carboxylate